N[C@H]1CC=CC[C@@H]1C1=C(C2=NC(=CC(=C2S1)NCC=1SC=CC1)Cl)C#CC=1C=NC=CC1 |r| rac-2-((1S,6S)-6-aminocyclohex-3-en-1-yl)-5-chloro-3-(pyridin-3-ylethynyl)-N-(thiophen-2-ylmethyl)thieno[3,2-b]pyridin-7-amine